C1(CCC1)CNCC=1C=CC=2N(C1)C=C(N2)CN2N=NC(=C2)C2=CC=CC=C2 1-cyclobutyl-N-((2-((4-phenyl-1H-1,2,3-triazol-1-yl)methyl)imidazo[1,2-a]pyridin-6-yl)methyl)methanamine